1,1-di(t-butyldioxy)cyclohexane C(C)(C)(C)OOC1(CCCCC1)OOC(C)(C)C